C(C=C)OC1=C(C=CC=C1)S(=O)(=O)N (allyloxy)benzenesulfonamide